The molecule is an organic chloride salt having 3,7-bis(dimethylamino)phenothiazin-5-ium as the counterion. A commonly used dye that also exhibits antioxidant, antimalarial, antidepressant and cardioprotective properties. It has a role as an EC 1.4.3.4 (monoamine oxidase) inhibitor, an acid-base indicator, a fluorochrome, an antidepressant, a cardioprotective agent, an EC 3.1.1.8 (cholinesterase) inhibitor, a histological dye, an EC 4.6.1.2 (guanylate cyclase) inhibitor, an antioxidant, an antimicrobial agent, a neuroprotective agent, a physical tracer and an antimalarial. It contains a 3,7-bis(dimethylamino)phenothiazin-5-ium. CN(C)C1=CC2=C(C=C1)N=C3C=CC(=[N+](C)C)C=C3S2.[Cl-]